2-[amino[1-(1,3-oxazol-2-yl)piperidin-4-yl]methyl]-4,5-dichlorophenol NC(C1=C(C=C(C(=C1)Cl)Cl)O)C1CCN(CC1)C=1OC=CN1